(E)-1-phenyl-8-(3,4,5-trimethoxybenzylidene)-7,8-dihydro-1H-pyrazolo[3,4-D]pyrrolo[1,2-a]pyrimidin-4(6H)-one C1(=CC=CC=C1)N1N=CC2=C1N=C/1N(C2=O)CC\C1=C/C1=CC(=C(C(=C1)OC)OC)OC